1-((R)-1-phenylethyl)-1H-1,2,3-triazole C1(=CC=CC=C1)[C@@H](C)N1N=NC=C1